N-ethyl-N-((4-(methylsulfonyl)morpholin-2-yl)methyl)-6-(2-azaspiro[5.5]undecan-2-yl)-2-(trifluoromethyl)pyrimidin-4-amine C(C)N(C1=NC(=NC(=C1)N1CC2(CCC1)CCCCC2)C(F)(F)F)CC2CN(CCO2)S(=O)(=O)C